7-Amino-4-bromo-6-(7-fluoro-1H-indazol-4-yl)-1-methyl-9H-pyrazolo[4,3-h]quinolin-8-one NC=1C(NC=2C3=C(C(=CC2C1C1=C2C=NNC2=C(C=C1)F)Br)C=NN3C)=O